C=1N=CN2C1C(=CC=C2)COC2=C(C=O)C=CN=C2 3-(imidazo[1,5-a]pyridin-8-ylmethoxy)isonicotinaldehyde